[C@H](C)(CC)[C@@H]1N(CC2=C(NC1=O)C=NC=C2F)C(=O)NC2=NNC=C2 (S)-3-((S)-sec-butyl)-6-fluoro-2-oxo-N-(1H-pyrazol-3-yl)-1,2,3,5-tetrahydro-4H-pyrido[3,4-e][1,4]diazepine-4-carboxamide